C(CC)C=C(C(=O)[O-])C#N Propylcyanoacrylat